BrC1=NN(C(=C1)C(=O)NC1=C(C=C(C=C1CSNC)Cl)C)C1=NC=CC=C1Cl 3-bromo-N-[4-chloro-2-methyl-6-[(methylamino)thiomethyl]phenyl]-1-(3-chloro-2-pyridinyl)-1H-pyrazole-5-carboxamide